4'-ethyl-N-[2-oxo-2-({[2-(trifluoromethyl)phenyl]methyl}amino)ethyl]biphenyl-4-carboxamide C(C)C1=CC=C(C=C1)C1=CC=C(C=C1)C(=O)NCC(NCC1=C(C=CC=C1)C(F)(F)F)=O